C(#N)C1(CCC1)C(=O)NC 1-cyano-N-methyl-cyclobutanamide